C(#N)C=1C=CC(=C(C1)N1/C(/SCC1=O)=N/C(=O)NC1=CC=C(C=C1)N1N=C(N=C1)C1=CC=C(C=C1)OC(F)(F)F)C(C)C (Z)-1-(3-(5-cyano-2-isopropylphenyl)-4-oxothiazolidin-2-ylidene)-3-(4-(3-(4-(trifluoromethoxy)phenyl)-1H-1,2,4-triazol-1-yl)phenyl)urea